O.Cl.Cl.C1(=CC=CC=C1)S(=O)(=O)N benzenesulfonamide dihydrochloride monohydrate